4-(4,4-difluoropiperidin-1-yl)-2-methoxy-5-nitroaniline FC1(CCN(CC1)C1=CC(=C(N)C=C1[N+](=O)[O-])OC)F